FC1=C(CNC(OC(C)(C)C)=O)C=CC(=C1)C=1C=2N(C=C(N1)N1CCOCC1)N=CC2 tert-butyl (2-fluoro-4-(6-morpholinopyrazolo[1,5-a]pyrazin-4-yl)benzyl)carbamate